2-amino-1-(3-(trifluoromethyl)phenyl)ethan-1-one hydrochloride Cl.NCC(=O)C1=CC(=CC=C1)C(F)(F)F